C(C)(C)(C)OC(=O)NCCCN(CCCCCCCC(=O)OCCC(CCCC)CCCC)CCCCCCCC(=O)OC(CCCCCCCC)CCCCCCCC 3-butylheptyl 8-((3-((tert-butoxycarbonyl)amino)propyl)(8-(heptadecan-9-yloxy)-8-oxooctyl)amino)octanoate